ClC=1C=C(CNC2=CC=C(C=C2)CC(=O)N)C=CC1 2-(4-((3-chlorobenzyl)amino)phenyl)acetamide